CCCCCCCCCCCCCCCCCCCCCCCCCC(=O)N[C@@H](CO)[C@@H](/C=C/CCCCCCCCC(C)CC)O The molecule is a ceramide obtained by formal condensation of the carboxy group of hexacosanoic acid with the amino group of 14-methylhexadecasphingosine. It is a metabolite of the nematode Caenorhabditis elegans. It has a role as a Caenorhabditis elegans metabolite. It is a ceramide, a Cer(d43:1) and a N-(very-long-chain fatty acyl)-sphingoid base. It derives from a 14-methylhexadecasphingosine and a hexacosanoic acid.